FC1=CC=C(OC2=CC=C(CC=3N=C(OC3C)C3=CC=C(C=C3)N3CCOCC3)C=C2)C=C1 4-(4-(4-(4-(4-fluorophenoxy)benzyl)-5-methyloxazol-2-yl)phenyl)morpholine